bromobisphenol A BrC1=C(O)C=CC(=C1)C(C)(C)C1=CC=C(C=C1)O